NC1CC(C1)CNCC=1C=C(C(=O)NC2=CC=C(C=C2)S(=O)(=O)N2CCN(CC2)C2=NC(=CC(=C2)C(F)(F)F)Cl)C=CC1 3-[[(3-Aminocyclobutyl)methylamino]methyl]-N-[4-[4-[6-chloro-4-(trifluoromethyl)-2-pyridyl]piperazin-1-yl]sulfonylphenyl]benzamide